methyl (2R)-2-[(tert-butoxycarbonyl) amino]-3-hydroxypropionate C(C)(C)(C)OC(=O)N[C@@H](C(=O)OC)CO